(2,5-dioxopyrrolidin-1-yl)3-(2-methoxyethoxy)propanoate O=C1N(C(CC1)=O)C(C(=O)[O-])COCCOC